eicosane-7-ol CCCCCCC(CCCCCCCCCCCCC)O